OC=1C=C(C=C(C1)CO)C1=C(C=C(C=C1)C(=O)N)C 3'-hydroxy-5'-(hydroxymethyl)-2-methyl-[1,1'-biphenyl]-4-carboxamide